(1r,3r)-3-(4-(difluoromethoxy)-3-fluorophenoxy)cyclobutane-1-amine hydrochloride Cl.FC(OC1=C(C=C(OC2CC(C2)N)C=C1)F)F